(1S,3S)-3-((2-(5-(((4-Cyclopropoxy-pyrimidin-2-yl)amino)methyl)-1-methyl-1H-pyrazol-4-yl)-4-methylpyrimidin-5-yl)oxy)cyclohexan C1(CC1)OC1=NC(=NC=C1)NCC1=C(C=NN1C)C1=NC=C(C(=N1)C)OC1CCCCC1